1-(1-(4-(2,6-dioxopiperidin-3-yl)-3,5-difluorophenyl)azetidin-3-yl)-3-(6-((R)-2-methylpyrrolidin-1-yl)pyridin-3-yl)urea O=C1NC(CCC1C1=C(C=C(C=C1F)N1CC(C1)NC(=O)NC=1C=NC(=CC1)N1[C@@H](CCC1)C)F)=O